methyl 2-(4,4-difluorocyclohexyl)-3-[(E)-dimethylaminomethyleneamino]-3-oxo-propanoate FC1(CCC(CC1)C(C(=O)OC)C(=O)/N=C/N(C)C)F